5-[4-[(5-chloro-2-methyl-3-oxo-4H-quinoxalin-6-yl)methyl]piperazin-1-yl]-6-fluoro-N-methyl-pyridine-2-carboxamide ClC1=C2NC(C(=NC2=CC=C1CN1CCN(CC1)C=1C=CC(=NC1F)C(=O)NC)C)=O